2-(3-(((tert-butyldimethylsilyl)oxy)methaneyl)-2-fluorophenyl)propan-2-ol [Si](C)(C)(C(C)(C)C)OCC=1C(=C(C=CC1)C(C)(C)O)F